N1(C=NC2=C1C=CC=C2)C=2N=C(N=NC2Cl)C2N(CCC1=CC(=C(C=C21)N)OC)C (5-(1H-benzo[d]imidazol-1-yl)-6-chloro-1,2,4-triazin-3-yl)-6-methoxy-2-methyl-1,2,3,4-tetrahydroisoquinolin-7-amine